FC1(CCN(CC1)C1=NC2=CC=CC=C2C(=N1)OC)C(=O)N1CCOC2=C(C1)C=NC=C2C#N 4-[4-fluoro-1-(4-methoxyquinazolin-2-yl)piperidine-4-carbonyl]-3,5-dihydro-2H-pyrido[3,4-f][1,4]oxazepine-9-carbonitrile